N-((3S,4S)-3-hydroxy-1-(5-(tri-fluoromethyl)pyrimidin-2-yl)piperidin-4-yl)-2-((S)-2-((6-oxo-5-(trifluoromethyl)-1,6-dihydropyridazin-4-yl)amino)propoxy)acetamide O[C@H]1CN(CC[C@@H]1NC(COC[C@H](C)NC=1C=NNC(C1C(F)(F)F)=O)=O)C1=NC=C(C=N1)C(F)(F)F